FC1=CC=C(C=C1)N1C(C=CC1=O)=O N-p-fluorophenyl-maleimide